1-(3-Bromophenyl)-3,3-difluorocyclobutane-1-carbonitrile BrC=1C=C(C=CC1)C1(CC(C1)(F)F)C#N